INDENO[4,5-H][2]BENZOPYRAN-11-YL ACETATE C(C)(=O)OC=1C=C2C(C=3C1C=COC3)=CC=C3C=CC=C32